C(C1=CC=CC=C1)OC(=O)N1C[C@H]([C@@H](C1)OC)C(=O)O (3R,4S)-1-((benzyloxy)carbonyl)-4-methoxypyrrolidine-3-carboxylic acid